5-[(1S,5R)-3,8-diazabicyclo[3.2.1]oct-3-yl]-1,3-dihydrobenzimidazol-2-one [C@@H]12CN(C[C@@H](CC1)N2)C2=CC1=C(NC(N1)=O)C=C2